1-{5-chloro-2-[(2s,5s)-2,4,5-trimethylpiperazin-1-yl]pyrimidin-4-yl}-N-(2-{imidazo[1,2-a]pyridin-3-yl}propan-2-yl)azetidine-3-carboxamide ClC=1C(=NC(=NC1)N1[C@H](CN([C@H](C1)C)C)C)N1CC(C1)C(=O)NC(C)(C)C1=CN=C2N1C=CC=C2